1,3,5-tris(3-(dimethylamino)propyl)hexahydrotriazine CN(CCCN1NN(CC(C1)CCCN(C)C)CCCN(C)C)C